3-((methylamino)methyl)azetidine-1-carboxylic acid CNCC1CN(C1)C(=O)O